(-)-3-butyl-phthalide C(CCC)C1OC(=O)C2=CC=CC=C12